O7-(1-hept-6-enyloct-7-enyl) heptanedioate C(CCCCCC(=O)OC(CCCCCC=C)CCCCCC=C)(=O)[O-]